CN1CCC(CC1)CNC(=O)C1NCCC1 pyrrolidine-2-carboxylic acid (1-methyl-piperidin-4-ylmethyl)-amide